O.C(C)(=O)[O-].[Cu+2].C(C)(=O)[O-] copper acetate-hydrate